6-(azetidin-1-yl)-8-methoxy-[1,2,4]Triazolo[1,5-a]Pyridin-2-amine N1(CCC1)C=1C=C(C=2N(C1)N=C(N2)N)OC